(Z)-1-(2-chloro-4-(3-(4-(trifluoromethoxy)phenyl)-1H-1,2,4-triazol-1-yl)phenyl)-3-(3-(2-(methoxymethyl)-5-methylphenyl)-4-oxothiazolidin-2-ylidene)urea ClC1=C(C=CC(=C1)N1N=C(N=C1)C1=CC=C(C=C1)OC(F)(F)F)NC(=O)\N=C\1/SCC(N1C1=C(C=CC(=C1)C)COC)=O